hexane-1,6-diyl bis(4-(3,7-bis((2-(dimethylamino)ethyl)thio)-4,8-dimethylnonyl)-3-((2-(dimethylamino)ethyl)thio)cyclohexanecarboxylate) CN(CCSC(CCC1C(CC(CC1)C(=O)OCCCCCCOC(=O)C1CC(C(CC1)CCC(C(CCC(C(C)C)SCCN(C)C)C)SCCN(C)C)SCCN(C)C)SCCN(C)C)C(CCC(C(C)C)SCCN(C)C)C)C